CN(CC=CC(=O)NCC)C 4-(dimethylamino)-N-ethylbut-2-enamide